FC1=CC=C(CN(C(=O)C=2C(=NC(=NC2)NC2=C(C=C(C(=C2)C(C(=C)C)=O)N2CCN(CC2)C)C)C2=CN(C3=CC=CC=C23)C)C)C=C1 N-(4-fluorobenzyl)-2-((5-methacryloyl-2-methyl-4-(4-methylpiperazin-1-yl)phenyl)amino)-N-methyl-4-(1-methyl-1H-indol-3-yl)pyrimidine-5-amide